CN1N=CC(=C1)C(N1C=2N(C3=CC=C(C=C3C1=O)S(=O)(=O)NC1(CC1)C)CCN2)([2H])[2H] 4-((1-methyl-1H-pyrazol-4-yl)methyl-d2)-N-(1-methylcyclopropyl)-5-oxo-1,2,4,5-tetrahydroimidazo[1,2-a]quinazoline-7-sulfonamide